C(C)N1C(C2C34C5CC(=CCC5C(C2C1=O)C4)C3)=O 4-ethyl-4-aza-pentacyclo[9.2.1.11,7.02,6.08,13]-10-pentadecene-3,5-dione